COC1=NC=C(C(=C1)OC=1C(=NC(=NC1)N)N)C=C 5-((2-methoxy-5-vinylpyridin-4-yl)oxy)pyrimidine-2,4-diamine